[C@@H]1([C@H](O)[C@H](O)[C@@H](CO)O1)N1C=NC=2C(S)=NC=NC12 thioinosin